4-((R)-7-((S)-5-(2-aminopyridin-3-yl)-2-((tert-butoxycarbonyl)amino)pent-4-ynamido)-5-azaspiro[2.4]heptan-5-yl)butanoic acid NC1=NC=CC=C1C#CC[C@@H](C(=O)N[C@H]1CN(CC12CC2)CCCC(=O)O)NC(=O)OC(C)(C)C